CNC1CCCC1 racemic-cis-2-(methylamino)cyclopentan